2-(2-oxaspiro[3.3]heptan-6-yloxy)-N-[(1S,2S)-2-methylcyclopropyl]thieno[2,3-d]thiazole-5-carboxamide C1OCC12CC(C2)OC=2SC1=C(N2)SC(=C1)C(=O)N[C@@H]1[C@H](C1)C